1-allyl 6-(tert-butyl) (S)-2-((((9H-fluoren-9-yl)methoxy)carbonyl)amino)hexanedioate C1=CC=CC=2C3=CC=CC=C3C(C12)COC(=O)N[C@H](C(=O)OCC=C)CCCC(=O)OC(C)(C)C